C(C1=CC=CC=C1)C1=C(SC(=C1)Cl)S(=O)(=O)Cl 3-benzyl-5-chlorothiophene-2-sulfonyl chloride